tert-butyl 2-(4-cyano-3-fluoro-5-isopropyl-2-methoxyphenyl)acetate C(#N)C1=C(C(=C(C=C1C(C)C)CC(=O)OC(C)(C)C)OC)F